racemic-1,3-dioxoisoindolin-2-yl (1S,2S)-2-(4-(difluoromethoxy)phenyl)cyclopropane-1-carboxylate FC(OC1=CC=C(C=C1)[C@@H]1[C@H](C1)C(=O)ON1C(C2=CC=CC=C2C1=O)=O)F |r|